3-acetyl-8-bromo-1-((4-(tert-butyl)phenyl)sulfonyl)-5-chloro-2-(methylsulfonyl)quinolin-4(1H)-one C(C)(=O)C1=C(N(C2=C(C=CC(=C2C1=O)Cl)Br)S(=O)(=O)C1=CC=C(C=C1)C(C)(C)C)S(=O)(=O)C